iodogermanium I[Ge]